COC=1N=C2C(=C(C=NC2=CC1)N)C(C)OC 6-Methoxy-4-(1-methoxyethyl)-1,5-naphthyridin-3-amine